C1(=CC=CC=C1)C=1C(OCC1)(C(=O)O)C1=CC(=C(C(=C1)OCC1=CC=CC=C1)OCC1=CC=CC=C1)OCC1=CC=CC=C1 3-phenyl-2-(3,4,5-tris(benzyloxy)phenyl)-2,5-dihydrofuran-2-carboxylic acid